methyl (S)-2-(4-(6-((2-fluoro-4-(trifluoromethyl)benzyl)oxy)pyridin-2-yl)benzyl)-1-(oxetan-2-ylmethyl)-1H-benzo[d]imidazole-6-carboxylate FC1=C(COC2=CC=CC(=N2)C2=CC=C(CC3=NC4=C(N3C[C@H]3OCC3)C=C(C=C4)C(=O)OC)C=C2)C=CC(=C1)C(F)(F)F